allyl-urethane triacrylate C(C=C)(=O)O.C(C=C)(=O)O.C(C=C)(=O)O.C(C=C)NC(=O)OCC